P1(OC2(N(CCCN2C)C)O1)(=O)N (1,3-dimethyltetrahydropyrimidin-2(1H)-ylidene) phosphoramidate